BrC1=CC(=C(C(=O)NC2=NC(=CC=C2)N2C[C@@H](OCC2)C)C=C1)N1CCC2(CC2)CC1 (S)-4-Bromo-N-(6-(2-methylmorpholino)pyridin-2-yl)-2-(6-azaspiro[2.5]octan-6-yl)benzamide